2-chloro-4-(2,3-diamino-5-ethynylpyridin-4-yl)-5-fluoro-N-(2-(trifluoromethyl)pyridin-4-yl)benzamide ClC1=C(C(=O)NC2=CC(=NC=C2)C(F)(F)F)C=C(C(=C1)C1=C(C(=NC=C1C#C)N)N)F